C(C)(C)OC1=CC=CC=2N1C=C(N2)CN (5-Isopropoxyimidazo[1,2-a]pyridin-2-yl)methylamine